OCC(CC(C(=O)O)C(=O)O)(COC(CC(CCCCC)CCCCC)=O)COC(CC(CCCCC)CCCCC)=O 2-(hydroxymethyl)-3-[(3-pentyloctanoyl)oxy]-2-{[(3-pentyloctanoyl)oxy]methyl}propyl-propanedioic acid